(1S,2S)-N-(8-amino-6-(4-(hydroxymethyl)pyridin-3-yl)-2,7-naphthyridin-3-yl)-2-fluorocyclopropanecarboxamide NC=1N=C(C=C2C=C(N=CC12)NC(=O)[C@H]1[C@H](C1)F)C=1C=NC=CC1CO